CC1=CC=C(C=N1)CN1N=C2C3=C(CCC2=C1)OC(=C3C(F)(F)F)C(=O)OCC ethyl 2-[(6-methylpyridin-3-yl)methyl]-8-(trifluoromethyl)-4,5-dihydro-2H-furo[2,3-g]indazole-7-carboxylate